1-cyclobutyl-N-[2-(3-hydroxy-3-methyl-butyl)-7-methoxy-imidazo[1,2-a]pyridin-6-yl]-2-oxo-pyridine-3-carboxamide C1(CCC1)N1C(C(=CC=C1)C(=O)NC=1C(=CC=2N(C1)C=C(N2)CCC(C)(C)O)OC)=O